4-(2-cyanopropan-2-yl)-N-(3-(7-(ethylamino)-1,6-naphthyridin-3-yl)-4-methylphenyl)picolinamide C(#N)C(C)(C)C1=CC(=NC=C1)C(=O)NC1=CC(=C(C=C1)C)C=1C=NC2=CC(=NC=C2C1)NCC